CN1N=CC(=C1CN1CCCCC1)C=1C=C2C=C(N=CC2=CC1)NC(=O)[C@@H]1NCCC1 (R)-N-(6-(1-methyl-5-(piperidin-1-ylmethyl)-1H-pyrazol-4-yl)isoquinolin-3-yl)pyrrolidine-2-carboxamide